hydroxypropyl Sulfide bis(2-mercaptoacetate) SCC(=O)O.SCC(=O)O.OCCCSCCCO